anilinoketone ethyl-2-[4-bromo-7-(methylsulfanyl)indazol-1-yl]acetate C(C)OC(CN1N=CC2=C(C=CC(=C12)SC)Br)=O.N(C1=CC=CC=C1)C(=O)NC1=CC=CC=C1